diglycidyl-Glycerol C(C1CO1)C(C(C(O)CC1CO1)O)O